(S)-N-((S)-4-chloro-1-(3-pyridyl)butyl)-2-methyl-2-propanesulfinamide tert-butyl-4-(3-amino-4-bromopyrazol-1-yl)piperidine-1-carboxylate C(C)(C)(C)OC(=O)N1CCC(CC1)N1N=C(C(=C1)Br)N.ClCCC[C@@H](C=1C=NC=CC1)N[S@@](=O)C(C)(C)C